FCCCN1CC(C1)=CC1=CC=C(C=C1)C1=C(CCCC2=C1C=CC(=C2)C(=O)O)C2=C(C(=CC=C2)C)C(F)(F)F 9-(4-((1-(3-fluoropropyl)azetidin-3-ylidene)methyl)phenyl)-8-(3-methyl-2-(trifluoromethyl)phenyl)-6,7-dihydro-5H-benzo[7]annulene-3-carboxylic acid